C1(=CC=CC=C1)S(=O)(=O)C1(C(=C(C(C(=C1)C(=N)N)(C(=N)N)S(=O)(=O)C1=CC=CC=C1)C(=N)N)C(=N)N)C(=N)N 1,4-bis(benzenesulfonyl)benzenepentamidine